methyl 2-(5-bromo-6-(tert-butoxycarbonyl)pyridin-2-yl)-1,2,3,4-tetrahydroisoquinoline-8-carboxylate BrC=1C=CC(=NC1C(=O)OC(C)(C)C)N1CC2=C(C=CC=C2CC1)C(=O)OC